C[C@@H]1N(CC1)C(=O)O[C@H]1C[C@H](CC1)C1=CC(=NN1)NC(=O)C1=CC=NN1CCN(C)C (1R,3S)-3-{3-[{{1-[2-(dimethylamino)ethyl]-1H-pyrazol-5-yl}carbonyl}amino]-1H-pyrazol-5-yl}cyclopentyl (2S)-2-methylazetidine-1-carboxylate